tert-butyl (1R,2S,5S)-2-[[(2S)-1-(benzylcarbamoyl)-1-hydroxy-3-[(3S)-2-oxopyrrolidin-3-yl]propan-2-yl]carbamoyl]-6,6-dimethyl-3-azabicyclo[3.1.0]hexane-3-carboxylate C(C1=CC=CC=C1)NC(=O)C([C@H](C[C@H]1C(NCC1)=O)NC(=O)[C@@H]1[C@H]2C([C@H]2CN1C(=O)OC(C)(C)C)(C)C)O